C[C@H]1CNCC[C@H]1C1=CC=C(C=C1)OC(F)(F)F (3R,4R)-3-Methyl-4-(4-(trifluoromethoxy)phenyl)piperidine